1-((2-chlorothiazol-yl)methyl)imidazolidin-2-one tert-butyl-4-[(1S)-1-(5-chloro-2-pyridinyl)ethyl]-4-hydroxypiperidine-1-carboxylate C(C)(C)(C)OC(=O)N1CCC(CC1)(O)[C@@H](C)C1=NC=C(C=C1)Cl.ClC=1SC=C(N1)CN1C(NCC1)=O